COC(=O)C=1C=CC2=CN(N=C2C1)CC1=CC(=CC=C1)C(F)(F)F 2-(3-Trifluoromethylbenzyl)-2H-indazole-6-carboxylic acid methyl ester